SC(C(=O)OCC(COC(C(CC)S)=O)(COC(C(CC)S)=O)COC(C(CC)S)=O)CC pentaerythritol tetrakis(2-mercaptobutyrate)